ClC1=CC=C2C(=NN(C2=C1)CC(=O)N(C1CC1)CC(=O)NCC1=C(C(=CC=C1)Cl)F)C(=O)N 6-chloro-1-(2-((2-(3-chloro-2-fluorobenzylamino)-2-oxoethyl)(cyclopropyl)-amino)-2-oxoethyl)-1H-indazole-3-carboxamide